4,5-dimethyl-N-(pyridin-4-ylmethyl)-6-(3-(trifluoromethyl)-7,8-dihydro-1,6-naphthyridin-6(5H)-yl)pyridazine-3-carboxamide CC1=C(N=NC(=C1C)N1CC=2C=C(C=NC2CC1)C(F)(F)F)C(=O)NCC1=CC=NC=C1